BrC1=CC=2C=C3N(CCN(C3)C)C2C=N1 8-bromo-2-methyl-1,2,3,4-tetrahydropyrido[4',3':4,5]pyrrolo[1,2-a]pyrazine